4-isopropyl-1-methyl-7-oxabicyclo[2.2.1]heptan C(C)(C)C12CCC(CC1)(O2)C